4-(aminomethyl)benzimidamide dihydrochloride Cl.Cl.NCC1=CC=C(C(N)=N)C=C1